C12CN(CC(CC1)N2)C(COC2=CC=C1C(=CC(OC1=C2)=O)C2=C(C=C(C=C2)F)Cl)=C=O 7-(2-(3,8-diazabicyclo[3.2.1]oct-3-yl)-2-carbonylethoxy)-4-(2-chloro-4-fluorophenyl)-2H-chromen-2-one